N1CCC(CC1)OC1=CC=C(NC2C(NC(CC2)=O)=O)C=C1 3-[4-(4-piperidinyloxy)anilino]piperidine-2,6-dione